5-(2-methoxyphenyl)-4H-1,2,4-triazole-3-thiol COC1=C(C=CC=C1)C=1NC(=NN1)S